(1R,2S)-2-(3-Amino-1H-indazol-6-yl)-5'-methoxyspiro{cyclopropane-1,3'-indolin}-2'-one NC1=NNC2=CC(=CC=C12)[C@@H]1C[C@@]12C(NC1=CC=C(C=C21)OC)=O